ClC=1C(=NC(=C(N1)C)C)N[C@H]1CN(CC1)C (R)-3-chloro-5,6-dimethyl-N-(1-methylpyrrolidin-3-yl)pyrazin-2-amine